chlorine cerium zirconium [Zr].[Ce].[Cl]